N1C=NC2=C1C=CC(=C2)CN2CCC1=CC=C(C=C21)C(=O)NC2=CC(=CC(=C2)C(F)(F)F)F 1-((1H-benzo[d]imidazol-5-yl)methyl)-N-(3-fluoro-5-(trifluoromethyl)phenyl)indoline-6-carboxamide